C(C)N(C(C1=CC=C(C=C1)C)=O)CC(=C)C N-ethyl-N-[(2-methyl)allyl]-4-methylbenzamide